1-(6-(4,4-difluoroazepan-1-yl)-4-((2R,3S)-2-methyl-3-((methylsulfonyl)methyl)azetidin-1-yl)pyridin-2-yl)-6-(4-methoxypyridin-3-yl)-4-methyl-1H-pyrazolo[4,3-c]pyridine FC1(CCN(CCC1)C1=CC(=CC(=N1)N1N=CC=2C(=NC(=CC21)C=2C=NC=CC2OC)C)N2[C@@H]([C@H](C2)CS(=O)(=O)C)C)F